ClC=1C=C(C=CC1)NC(N(C)[C@@H](C)C1=CNC(C2=CC(=C(C=C12)F)F)=O)=O (S)-3-(3-chlorophenyl)-1-(1-(6,7-difluoro-1-oxo-1,2-dihydroisoquinolin-4-yl)ethyl)-1-methylurea